((4-fluorophenyl)carbamoyl)cyclopropane-1-carbonyl chloride FC1=CC=C(C=C1)NC(=O)C1(CC1)C(=O)Cl